C(CCC)C1CCCC2=C(N(C3=C(C=CC=C23)C(=O)NCCO)CC2=CC(=CC=C2)C(N)=O)C1 7-butyl-5-[(3-carbamoylphenyl)methyl]-N-(2-hydroxyethyl)-5H,6H,7H,8H,9H,10H-cyclohepta[b]indole-4-carboxamide